((3aR,4R,6R,6aR)-6-(4-aminopyrrolo[2,1-f][1,2,4]triazin-7-yl)-6-cyano-2,2-dimethyltetrahydrofuro[3,4-d][1,3]dioxol-4-yl)methyl 2-((1r,4R)-4-methylcyclohexyl)acetate CC1CCC(CC1)CC(=O)OC[C@H]1O[C@@]([C@@H]2OC(O[C@@H]21)(C)C)(C#N)C2=CC=C1C(=NC=NN12)N